C(C)(C)(C)OC(=O)N1C(COCC1)C(NC1=NC=C(N=C1Br)Br)=O 3-(3,5-Dibromopyrazin-2-ylcarbamoyl)morpholine-4-carboxylic acid tert-butyl ester